C(C)(C)(C)OC(=O)N[C@@H](CC1=CC=CC=C1)C(=O)OCCCCCCCCCCCCCCCCCC Octadecyl (tert-butoxycarbonyl)-L-phenylalaninate